COCC1=NOC=N1 3-(methoxymethyl)-1,2,4-oxadiazol